di-tert-butyl (((2-(2-chlorophenyl)-5-hydroxy-8-((3S,4R)-3-hydroxy-1-methylpiperidin-4-yl)-4-oxo-4H-chromen-7-yl)oxy) methyl) phosphate P(=O)(OC(C)(C)C)(OC(C)(C)C)OCOC1=CC(=C2C(C=C(OC2=C1[C@@H]1[C@@H](CN(CC1)C)O)C1=C(C=CC=C1)Cl)=O)O